N-[3-Fluoro-4-[(7-methoxy-1,5-naphthyridin-4-yl)oxy]phenyl]-5-(4-fluorophenyl)-1-(2-hydroxyethyl)-6-methyl-4-oxopyridine-3-carboxamide FC=1C=C(C=CC1OC1=CC=NC2=CC(=CN=C12)OC)NC(=O)C1=CN(C(=C(C1=O)C1=CC=C(C=C1)F)C)CCO